5-methyl-6-[(3,4,5-trimethoxyphenyl)aminomethyl]quinazoline-2,4-diamine CC1=C2C(=NC(=NC2=CC=C1CNC1=CC(=C(C(=C1)OC)OC)OC)N)N